3-[2-(2,2,3,3-tetramethylcyclopropyl)ethoxylpyrazol-1-yl]pyridine-3-carboxylate CC1(C(C1(C)C)CCOC1=NN(C=C1)C1(CN=CC=C1)C(=O)[O-])C